2-((4-(((1R,4R)-4-(dimethylamino)cyclohexyl)amino)-2-iodo-1H-indol-1-yl)methyl)acrylonitrile CN(C1CCC(CC1)NC1=C2C=C(N(C2=CC=C1)CC(C#N)=C)I)C